tert-Butyl 3-(trifluoromethyl)-4,6-dihydro-1H-pyrrolo[3,4-c]pyrazole-5-carboxylate FC(C=1C2=C(NN1)CN(C2)C(=O)OC(C)(C)C)(F)F